Cl.N1CCC(CC1)C1=C(N=NC=C1)C(F)(F)F 4-(piperidin-4-yl)-3-(trifluoromethyl)pyridazine hydrochloride